NC=1C=C(C=CC1)C(O)C1=CC(=CC=C1)C=C (3-amino-phenyl)-(3-vinyl-phenyl)-methanol